(R)-2-(2-isopropylpyridin-3-yl)-9-(1-(4-(1-methyl-4-(trifluoromethyl)-1H-imidazol-2-yl)phenyl)ethyl)-7,9-dihydro-8H-purin-8-one C(C)(C)C1=NC=CC=C1C1=NC=C2NC(N(C2=N1)[C@H](C)C1=CC=C(C=C1)C=1N(C=C(N1)C(F)(F)F)C)=O